1-isopropyl-N-((2-methoxypyridin-3-yl)methyl)-3-methyl-1H-pyrazolo[4,3-b]Pyridin-7-amine C(C)(C)N1N=C(C2=NC=CC(=C21)NCC=2C(=NC=CC2)OC)C